C(C1=CC=CC=C1)N1CC(C(C(C1)C)(F)F)C(CO)C 2-(1-benzyl-4,4-difluoro-5-methyl-3-piperidinyl)propan-1-ol